N-(3,3-difluoropiperidin-4-yl)-7-fluoro-2-methyl-5-((4-methylthiazol-5-yl)methoxy)benzofuran-3-carboxamide FC1(CNCCC1NC(=O)C1=C(OC2=C1C=C(C=C2F)OCC2=C(N=CS2)C)C)F